di(nonyl) phenyl phosphate P(=O)(OCCCCCCCCC)(OCCCCCCCCC)OC1=CC=CC=C1